(R)-pyrrolidine-2-acetic acid hydrochloride Cl.N1[C@H](CCC1)CC(=O)O